3-(1,1-difluoroethyl)-4-methyl-1-((3-(trifluoromethyl)bicyclo[1.1.1]pentan-1-yl)methyl)-1H-pyrazole-5-carboxylic acid FC(C)(F)C1=NN(C(=C1C)C(=O)O)CC12CC(C1)(C2)C(F)(F)F